(S)-1-(benzyloxy)-3-(4-methyl-1H-pyrazol-1-yl)propan-2-ol C(C1=CC=CC=C1)OC[C@H](CN1N=CC(=C1)C)O